4-chloro-3-(2-chloro-5-fluorophenyl)-2-[(4-methoxyphenyl)methyl]-2,3-dihydro-1H-pyrrolo[3,4-b]imidazo[2,3-f]pyridin-1-one ClC=1C2=C(N3C(C1)=NC=C3)C(N(C2C2=C(C=CC(=C2)F)Cl)CC2=CC=C(C=C2)OC)=O